methyl 2-(4-bromobenzoyl)-3-oxo-butanoate BrC1=CC=C(C(=O)C(C(=O)OC)C(C)=O)C=C1